FC=1C=2CCCC2C(=C2CCCC12)NC(NS(=O)(=O)C1=NN(C(=C1)CO)C)=O 3-(8-fluoro-1,2,3,5,6,7-hexahydro-s-indacen-4-yl)-1-[5-(hydroxymethyl)-1-methylpyrazol-3-ylsulfonyl]urea